O[C@]1(CN(CC1)C(C=C)=O)\C=C\C1=CC=C(C=C1)C(F)(F)F |o1:1| (S*,E)-1-(3-hydroxy-3-(4-(trifluoromethyl)styryl)pyrrolidin-1-yl)prop-2-en-1-one